5-(N-(2-(4-(4-acetylbenzoyl)piperazin-1-yl)phenyl)-N-phenethylsulfamoyl)-3-methylbenzofuran-2-carboxylic acid ethyl ester C(C)OC(=O)C=1OC2=C(C1C)C=C(C=C2)S(N(CCC2=CC=CC=C2)C2=C(C=CC=C2)N2CCN(CC2)C(C2=CC=C(C=C2)C(C)=O)=O)(=O)=O